benzyl 3-(((benzyloxy)carbonyl)amino)-4-ethyl-4-fluoroazepane-1-carboxylate C(C1=CC=CC=C1)OC(=O)NC1CN(CCCC1(F)CC)C(=O)OCC1=CC=CC=C1